N-(4-chlorophenyl)-3-[4-(difluoromethoxy)-phenyl]-4,5-dihydro-4-phenyl-1H-pyrazole-1-carboxamide ClC1=CC=C(C=C1)NC(=O)N1N=C(C(C1)C1=CC=CC=C1)C1=CC=C(C=C1)OC(F)F